(2R)-4-(p-toluenesulfonyl)morpholine-2-carbaldehyde CC1=CC=C(C=C1)S(=O)(=O)N1C[C@@H](OCC1)C=O